5-(4-aminoimidazo[2,1-f][1,2,4]triazin-7-yl)-7-chloro-2-(1-cyclopropylethyl)isoindolin-1-one NC1=NC=NN2C1=NC=C2C=2C=C1CN(C(C1=C(C2)Cl)=O)C(C)C2CC2